[N+](=O)([O-])C1=CC=C(CCOO)C=C1 p-nitrophenethyl hydrogen peroxide